4-chloro-5-iodo-2-tetrahydropyran-2-yl-pyridazin-3-one ClC=1C(N(N=CC1I)C1OCCCC1)=O